2'-(ethane-1,2-diylbis(5-carbamoyl-4-methoxy-1H-benzo[d]imidazole-1,2-diyl))bis(4-methylbenzoic acid) C(CN1C(=NC2=C1C=CC(=C2OC)C(N)=O)C2=C(C(=O)O)C=CC(=C2)C)N2C(=NC1=C2C=CC(=C1OC)C(N)=O)C1=C(C(=O)O)C=CC(=C1)C